(S)-7-Acetamido-1,2,3,10-tetramethoxy-9-oxo-5,6,7,9-tetrahydrobenzo[a]heptalene C(C)(=O)N[C@H]1CCC2=C(C3=CC=C(C(C=C13)=O)OC)C(=C(C(=C2)OC)OC)OC